C(#N)N1C(CCC1)C1=NOC(=N1)C1=CN=CC(=N1)C1=CC(=NC=C1)C#N 4-(6-(3-(1-Cyanopyrrolidin-2-yl)-1,2,4-oxadiazol-5-yl)pyrazin-2-yl)picolinonitrile